C1(CCCCC1)NC1=CC2=C(NC(=N2)CSC2=CC(=NC=C2)C(F)(F)F)C=C1 N-Cyclohexyl-2-(((2-(trifluoromethyl)pyridin-4-yl)thio)methyl)-1H-benzo[d]imidazol-5-amine